C1(CC1)S(=O)(=O)NC1=CC(=NC=C1)[C@H](C[C@H]1N(CCCC1)C(C)C)NC(=O)C=1SC(=CN1)C1=NC(=CN=C1)OCC N-((S)-1-(4-(cyclopropanesulfonamido)pyridin-2-yl)-2-((S)-1-isopropylpiperidin-2-yl)ethyl)-5-(6-ethoxypyrazin-2-yl)thiazole-2-carboxamide